(1R,9S)-9-ethyl-5-fluoro-9-hydroxy-1-(hydroxymethyl)-4-methyl-1,2,3,9,12,15-hexahydro-10H,13H-benzo[de]pyrano[3',4':6,7]indolizino[1,2-b]quinoline-10,13-dione C(C)[C@]1(C(OCC=2C(N3CC=4C(=NC=5C=C(C(=C6C5C4[C@@H](CC6)CO)C)F)C3=CC21)=O)=O)O